tri(butylpropylamino)vinylsilane C(CCC)N(CCC)C(=C(N(CCCC)CCC)N(CCCC)CCC)[SiH3]